C1(=CC=CC=C1)COC(=O)N1C(CCCC1)=C Methylenepiperidine-1-carboxylic acid phenylmethyl ester